3-(hexylthio)-1-(4-methoxyphenyl)-1H-pyrrole C(CCCCC)SC1=CN(C=C1)C1=CC=C(C=C1)OC